aluminum bis(4-tert-butyl-benzoate) hydroxide [OH-].C(C)(C)(C)C1=CC=C(C(=O)[O-])C=C1.C(C)(C)(C)C1=CC=C(C(=O)[O-])C=C1.[Al+3]